CC(=CC=1C=CC(=C(C1)O)NC1=CC=CC=C1)C 5-(2-methylpropenyl)-2-anilinophenol